BrCC(CC=O)=C 3-bromomethyl-3-butenal